1-(tert-butyl) 2-methyl (2R,5R)-5-(4-methoxyphenyl)pyrrolidine-1,2-dicarboxylate COC1=CC=C(C=C1)[C@H]1CC[C@@H](N1C(=O)OC(C)(C)C)C(=O)OC